methyl N-[5-[8-methyl-6-[methyl-(3-methylsulfonylphenyl)carbamoyl]imidazo[1,2-a]pyrazin-3-yl]-2-pyridyl]carbamate CC=1C=2N(C=C(N1)C(N(C1=CC(=CC=C1)S(=O)(=O)C)C)=O)C(=CN2)C=2C=CC(=NC2)NC(OC)=O